ClC1=CC=C(C=N1)C(=O)[O-] 6-chloropyridine-3-carboxylate